[C@H]12CC(C[C@H](CC1)O2)N2N=CC(=C2)N ((1R,5S)-8-oxabicyclo[3.2.1]oct-3-yl)-1H-pyrazol-4-amine